5-bromo-2-fluorophenyl-2-cyclopropylacetic acid methyl ester COC(C(C1CC1)C1=C(C=CC(=C1)Br)F)=O